[GeH]1(C=CC=C1)C(=O)N germoleamide